C(CCC)OCCOCCOC(CCCCC(=O)OCCOCCOCCCC)=O di(2-butoxyethoxyethyl)adipate